C(#N)C1=CC2=C(C=N1)[C@]1([C@@](O2)([C@@H]([C@H]([C@H]1O)C(=O)N(C)C)C1=CC=CC=C1)C1=CC=C(C=C1)C#N)O |r| Rac-(5aR,6S,7R,8R,8aS)-3-cyano-5a-(4-cyanophenyl)-8,8a-dihydroxy-N,N-dimethyl-6-phenyl-5a,7,8,8a-tetrahydro-6H-cyclopenta[4,5]furo[3,2-c]pyridine-7-carboxamide